3-[6-(4-Amino-1-piperidinyl)-5-fluoro-3-pyridinyl]piperidine-2,6-dione NC1CCN(CC1)C1=C(C=C(C=N1)C1C(NC(CC1)=O)=O)F